ClC=1C(=NC=CC1C1=NC(=C(C=C1)CNC[C@@H]1NC(CC1)=O)OC)C=1C(=C(C=CC1)NC(C1=NC=C(C=C1)CN(C)CCO)=O)C (R)-N-(3-(3'-chloro-6-methoxy-5-((((5-oxopyrrolidin-2-yl)methyl)amino)methyl)-[2,4'-bipyridin]-2'-yl)-2-methylphenyl)-5-(((2-hydroxyethyl)(methyl)amino)methyl)picolinamide